N[C@H](C(=O)NC1=CC=C(C=C1)C=1C(=NN(C1C)COCC[Si](C)(C)C)C)C1CCCCC1 (S)-2-amino-2-cyclohexyl-N-(4-(3,5-dimethyl-1-((2-(trimethylsilyl)ethoxy)methyl)-1H-pyrazol-4-yl)phenyl)acetamide